4-amino-N-[[2,6-difluoro-4-(trifluoromethyl)phenyl]methyl]-1-methyl-N-(2-oxo-1-piperidyl)pyrazolo[4,3-c]quinoline-8-carboxamide NC1=NC=2C=CC(=CC2C2=C1C=NN2C)C(=O)N(N2C(CCCC2)=O)CC2=C(C=C(C=C2F)C(F)(F)F)F